1,2-di(3-pyridyl) ethylene (S)-methyl 2-(2-(3-(3-(pentane-3-ylcarbamoyl)-1H-pyrazol-5-yl) phenyl) oxazole-5-carboxamido)-2-phenylacetate CCC(CC)NC(=O)C1=NNC(=C1)C=1C=C(C=CC1)C=1OC(=CN1)C(=O)N[C@H](C(=O)OC)C1=CC=CC=C1.N1=CC(=CC=C1)C=CC=1C=NC=CC1